S(SC=1C(=C(C(=O)OC)C=C(C1)COC)N)C=1C(=C(C(=O)OC)C=C(C1)COC)N dimethyl 3,3'-disulfanediylbis(2-amino-5-(methoxymethyl)benzoate)